2-cis-6,7-epoxynonenal C(\C=C/CCC1C(CC)O1)=O